(R)-3-(3,4-difluorobenzyl)-1-(4-(pyridin-4-yl)phenyl)pyrrolidin-2-one FC=1C=C(C[C@H]2C(N(CC2)C2=CC=C(C=C2)C2=CC=NC=C2)=O)C=CC1F